5-(4-(2-(1-(5-(5-(difluoromethyl)-5H-pyrido[4,3-b]indol-7-yl)-3-fluoropyridin-2-yl)-2-oxopiperidin-4-yl)ethyl)piperazin-1-yl)-2-(2,6-dioxopiperidin-3-yl)isoindoline-1,3-dione FC(N1C2=C(C=3C=CC(=CC13)C=1C=C(C(=NC1)N1C(CC(CC1)CCN1CCN(CC1)C=1C=C3C(N(C(C3=CC1)=O)C1C(NC(CC1)=O)=O)=O)=O)F)C=NC=C2)F